C[C@H]1N([C@H](CC(C1)=O)C)C(=O)OC(C)(C)C tert-butyl (2R,6S)-2,6-dimethyl-4-oxo-piperidine-1-carboxylate